((difluoromethyl)sulfonyl)-7-nitro-2,3-dihydrobenzofuran FC(S(=O)(=O)C1OC2=C(C1)C=CC=C2[N+](=O)[O-])F